ClC1=CC=CC=2C(CN(CCC21)C(=O)OC(C)(C)C)=C tert-Butyl 6-chloro-1-methylene-1,2,4,5-tetrahydro-3H-benzo[d]azepine-3-carboxylate